C(#C)C1=C(C=C(C2=CC(=CC=C12)F)C1=C(C=2N=C(N=C(C2C=N1)N1CCOCC1)OC[C@]12CCCN2C[C@@H](C1)F)F)O ethynyl-6-fluoro-4-[8-fluoro-2-{[(2R,7aS)-2-fluorotetrahydro-1H-pyrrolizin-7a(5H)-yl]methoxy}-4-(morpholin-4-yl)pyrido[4,3-d]pyrimidin-7-yl]naphthalen-2-ol